3-Ethoxy-5-{6-[2-(7-methyl-quinolin-6-yl)-ethylamino]-pyrimidin-4-yl}-thiophene C(C)OC1=CSC(=C1)C1=NC=NC(=C1)NCCC=1C=C2C=CC=NC2=CC1C